(S)-quinuclidin-3-yl (6-(3-(trifluoromethoxy)phenyl)-2,3-dihydro-1H-inden-1-yl)carbamat FC(OC=1C=C(C=CC1)C1=CC=C2CCC(C2=C1)NC(O[C@@H]1CN2CCC1CC2)=O)(F)F